C1C(C)S1(=O)=O Propylene Sulfone